ClC=1C(=CC2=C(OCO2)C1)CCC(=O)O 3-(6-chlorobenzo[d][1,3]dioxol-5-yl)propanoic acid